N[C@@H](CCC(C(C)(F)F)(C)C)C=1N=C2N(N=CC(=C2)[C@@H](COC)N2C(NCC(C2)(F)F)=O)C1 |o1:1| 1-((S)-1-(2-((S*)-1-Amino-5,5-difluoro-4,4-dimethylhexyl)imidazo[1,2-b]pyridazin-7-yl)-2-methoxyethyl)-5,5-difluorotetrahydropyrimidin-2(1H)-one